(S)-(3,3-difluorocyclobutyl)(6-(2-methyl-2H-pyrazolo[3,4-b]pyridin-5-yl)thieno[3,2-b]pyridin-2-yl)methanol FC1(CC(C1)[C@H](O)C1=CC2=NC=C(C=C2S1)C1=CC=2C(N=C1)=NN(C2)C)F